1-Benzyl N-[3-[4-[2-(2,6-dioxo-3-piperidyl)-1,3-dioxo-isoindolin-4-yl]piperazin-1-yl]propyl]-N-methyl-carbamate O=C1NC(CCC1N1C(C2=CC=CC(=C2C1=O)N1CCN(CC1)CCCN(C(OCC1=CC=CC=C1)=O)C)=O)=O